C(C)(C)(C)OC(=O)C=1C=NC(=CC1NC1(CC1)CO)Cl.ClCC1=NC=C(C=C1)C1=CC(=C(C=C1)F)OC 2-(chloromethyl)-5-(4-fluoro-3-methoxyphenyl)pyridine tert-butyl-6-chloro-4-[[1-(hydroxymethyl)cyclopropyl]amino]pyridine-3-carboxylate